2-ethoxy-8-(2-fluoro-4-iodophenylamino)-3,4-dihydro-2,6-naphthyridin-1(2H)-one C(C)ON1C(C2=C(C=NC=C2CC1)NC1=C(C=C(C=C1)I)F)=O